4-(1-(cyclopropylmethyl)-4-((5,7-dimethyl-1H-indol-4-yl)methyl)piperidin-3-yl)benzoic acid C1(CC1)CN1CC(C(CC1)CC1=C2C=CNC2=C(C=C1C)C)C1=CC=C(C(=O)O)C=C1